tert-butyl (1-(2-((tert-butoxycarbonyl)oxy)acetyl)piperidin-4-yl)((6-(2-chloro-3-(3-chloro-2-(4-formyl-3-methoxyphenyl)pyridin-4-yl)phenyl)-2-methoxypyridin-3-yl)methyl)carbamate C(C)(C)(C)OC(=O)OCC(=O)N1CCC(CC1)N(C(OC(C)(C)C)=O)CC=1C(=NC(=CC1)C1=C(C(=CC=C1)C1=C(C(=NC=C1)C1=CC(=C(C=C1)C=O)OC)Cl)Cl)OC